7-bromo-5-(2-pyridyl)-1H-1,4-benzodiazepin-2(3H)-one BrC=1C=CC2=C(C(=NCC(N2)=O)C2=NC=CC=C2)C1